bis-tert-butylperoxypentylbenzene C(C)(C)(C)OOC(CCCCC1=CC=CC=C1)OOC(C)(C)C